FC(F)(F)C(=O)N(C)C trifluoromethyl-N,N-dimethylformamide